NC1=NC2=C(C=C(C1)C(N(CCC)CCCNC(=O)OC(C)(C)C)=O)C=CC(=C2)C(=O)O 2-amino-4-[3-(tert-butoxycarbonylamino)propyl-propyl-carbamoyl]-3H-1-benzazepine-8-carboxylic acid